C(C)(C)(C)[S@](=O)N (S)-tert-butylsulfinylamine